(7-chloro-1H-benzo[d]imidazol-2-yl)((1R,3S)-1,3-dimethyl-3,4-dihydroisoquinolin-2(1H)-yl)methanone ClC1=CC=CC2=C1NC(=N2)C(=O)N2[C@@H](C1=CC=CC=C1C[C@@H]2C)C